ClC=1C(=NC(=NC1Cl)C(C)C)N1CCS(CC1)(=O)=O 4-(5,6-dichloro-2-isopropylpyrimidin-4-yl)-1λ6-thiomorpholine-1,1-dione